AMMONIUM OCTAMOLYBDATE [NH4+].[NH4+].[NH4+].[NH4+].[O-][Mo](=O)(=O)[O-].[O-][Mo](=O)(=O)O[Mo](=O)(=O)O[Mo](=O)(=O)O[Mo](=O)(=O)O[Mo](=O)(=O)O[Mo](=O)(=O)O[Mo](=O)(=O)[O-]